N-{4-[4-Amino-1-isopropyl-7-(4-oxo-cyclohexyl)-1H-pyrazolo[4,3-c]pyridin-3-yl]-2,5-difluoro-phenyl}-2-fluoro-benzenesulfonamide NC1=NC=C(C2=C1C(=NN2C(C)C)C2=CC(=C(C=C2F)NS(=O)(=O)C2=C(C=CC=C2)F)F)C2CCC(CC2)=O